N-(4-(chlorodifluoromethoxy)phenyl)-1-(1,1-dioxothietan-3-yl)-7-(pyrimidin-5-yl)-1H-benzo[d]imidazole-5-carboxamide ClC(OC1=CC=C(C=C1)NC(=O)C1=CC2=C(N(C=N2)C2CS(C2)(=O)=O)C(=C1)C=1C=NC=NC1)(F)F